3-fluoro-5-[(E)-3-oxoprop-1-enyl]benzonitrile FC=1C=C(C#N)C=C(C1)\C=C\C=O